(Z)-5-((1H-indol-6-yl)methylene)-2-(phenylamino)-3,5-dihydro-4H-imidazol-4-one N1C=CC2=CC=C(C=C12)\C=C/1\C(NC(=N1)NC1=CC=CC=C1)=O